C1(C2=CC=CC=C2)CC(=O)OC(C1)=O benzylidenediacetic anhydride